C(C1=CC=CC=C1)OC1=C(C(=C(C(=O)OC2=C(C(=C(C(=O)OCOC)C(=C2C)C)C)C)C(=C1)C)OS(=O)(=O)C(F)(F)F)C methoxymethyl 4-((4-(benzyloxy)-3,6-dimethyl-2-(((trifluoromethyl)sulfonyl)oxy)benzoyl)oxy)-2,3,5,6-tetramethylbenzoate